C(C)(C)(C)N(C(O)=O)CCC=1OC2=C(C(=NC=C2)NCC2=NC=CC=C2F)N1.C(C)(C)NC1=CC(=C(C(=O)NC=2SC(=CN2)[N+](=O)[O-])C=C1)C 4-(Isopropylamino)-2-methyl-N-(5-nitrothiazol-2-yl)benzamide tert-butyl-(2-(4-(((3-fluoropyridin-2-yl)methyl)amino)oxazolo[4,5-c]pyridin-2-yl)ethyl)carbamate